3-(2-fluorophenyl)-2-((6-methoxypyridin-3-yl)methyl)-2,4,5,6-tetrahydropyrrolo[3,4-c]pyrazole FC1=C(C=CC=C1)C1=C2C(=NN1CC=1C=NC(=CC1)OC)CNC2